BrC=1C(=C(C=C(C1)F)N(C(OC(C)(C)C)=O)C(=O)OC(C)(C)C)F tert-butyl (3-bromo-2,5-difluorophenyl)(tert-butoxycarbonyl)carbamate